CN(CCCC)CC=1N(C=CC1C=1N=NNC1)C N-methyl-N-((1-methyl-3-(1,2,3-triazol-4-yl)-1H-pyrrol-2-yl)methyl)butan-1-amine